CC(C)(C)[O-].CC(C)(C)[O-].CC(C)(C)[O-].CC(=CC[Sn+3])C 3-methyl-2-buten-1-yl-tin tri(t-butoxide)